6-(2-chloroanilino)purine ClC1=C(NC2=C3NC=NC3=NC=N2)C=CC=C1